4-chlorobenzyl (4-((1-isobutyl-1H-pyrazole-5-carboxamido)meth-yl)phenyl)carbamate C(C(C)C)N1N=CC=C1C(=O)NCC1=CC=C(C=C1)NC(OCC1=CC=C(C=C1)Cl)=O